O=C1NC(CCC1N1C(N(C=2C1=NC=C(C2)N2CCC(CC2)(O)CC(=O)O)C)=O)=O 2-(1-(3-(2,6-dioxopiperidin-3-yl)-1-methyl-2-oxo-2,3-dihydro-1H-imidazo[4,5-b]pyridin-6-yl)-4-hydroxypiperidin-4-yl)acetic acid